ClC1=CN=C(C=C1C(=O)NC1=CC(=CC(=C1)CN1CCCCC1)Cl)N1S(CCC1)(=O)=O 5-chloro-N-(3-chloro-5-(piperidin-1-ylmethyl)phenyl)-2-(1,1-dioxidoisothiazolidin-2-yl)isonicotinamide